N1C(CC1)CCC[C@@]12C(CC[C@H]1[C@@H]1[C@@H]([C@@H](C3CCCC[C@]3(C)[C@H]1CC2)CO)O)=O [2-(azetidin-2-yl)ethyl]-6α-hydroxymethyl-7α-hydroxyandrostan-17-one